ClC=1C=C(C=CC1)N(C(C#C)=O)C(C(=O)NCC1=CC=C(C=C1)C#N)C1=CC=CC=C1 N-(3-Chlorophenyl)-N-(2-((4-cyanobenzyl)amino)-2-oxo-1-phenylethyl)-propiolamide